5-(3-(1-(cyclopropylsulfonyl)-1,2,3,6-tetrahydropyridin-4-yl)-2-fluoro-6-hydroxyphenyl)-1,2,5-thiadiazolidin-3-one 1,1-dioxide C1(CC1)S(=O)(=O)N1CCC(=CC1)C=1C(=C(C(=CC1)O)N1CC(NS1(=O)=O)=O)F